COC=1C=CC=2C3=C(C=NC2N1)N=CN3CC3CN(C3)S(=O)(=O)N 3-((7-Methoxy-1H-imidazo[4,5-c][1,8]naphthyridin-1-yl)methyl)azetidine-1-sulfonamide